(3-cyano-5-fluoro-[1,1'-biphenyl]-4-yl)boronic acid C(#N)C=1C=C(C=C(C1B(O)O)F)C1=CC=CC=C1